C(CCC)[C@@H]1N([C@H](C2=CC=C(C=C2C1)OC)C1=CC=C(C=C1)C1=NC(=NO1)C)C(C#C[Si](C)(C)C)=O 1-((1S,3S)-3-butyl-6-methoxy-1-(4-(3-methyl-1,2,4-oxadiazol-5-yl)phenyl)-3,4-dihydroisoquinolin-2(1H)-yl)-3-(trimethylsilyl)prop-2-yn-1-one